O[C@H]1[C@@H](C2=CC=CC=C2C(C1)(C)C)NC(=O)NC=1C(=NC(=C(C1)C)C=1C=NC(=NC1)C)C1=CC=CC=C1 ((1R,2R)-2-hydroxy-4,4-dimethyl-1,2,3,4-tetrahydronaphthalen-1-yl)-3-(5-methyl-6-(2-methylpyrimidin-5-yl)-2-phenylpyridin-3-yl)urea